COCOC=1C=C(C=CC1B1OC(C(O1)(C)C)(C)C)C=1C=NN(C1)C1OCCCC1 4-(3-(methoxymethyloxy)-4-(4,4,5,5-tetramethyl-1,3,2-dioxaborolan-2-yl)phenyl)-1-(tetrahydro-2H-pyran-2-yl)-1H-pyrazole